(5-(5-bromobenzo[d]thiazol-2-yl)pyridin-3-yl)acetamide BrC=1C=CC2=C(N=C(S2)C=2C=C(C=NC2)CC(=O)N)C1